methyl (7S)-3,7-dimethyl-2-[(2R)-1-phenylpropan-2-yl]-3H,6H,7H,8H,9H-imidazo[4,5-f]quinoline-6-carboxylate CN1C(=NC2=C3CC[C@@H](N(C3=CC=C21)C(=O)OC)C)[C@@H](CC2=CC=CC=C2)C